The molecule is a branched-chain saturated fatty acid anion that is the conjugate base of 17-methyloctadecanoic acid, obtained by deprotonation of the carboxy group; major species at pH 7.3. It is a branched-chain saturated fatty acid anion, a long-chain fatty acid anion and a methyl-branched fatty acid anion. It is a conjugate base of a 17-methyloctadecanoic acid. CC(C)CCCCCCCCCCCCCCCC(=O)[O-]